CS(=O)C1=CC=C(C=N1)N 6-(methylsulfinyl)pyridin-3-amine